C(C)(C)(C)OC(=O)N(CC(=O)N(CC(=O)O)C)C N-(tert-butoxycarbonyl)-N-methylglycyl-N-methylglycine